6-(bis(4-methoxybenzyl)amino)-9-((1-(3-((((tert-butyldimethylsilyl)oxy)methyl)benzyl)-6-oxo-1,6-dihydropyridin-3-yl))methyl)-2-(methylsulfonyl)-7,9-dihydro-8H-purin-8-one COC1=CC=C(CN(C2=C3NC(N(C3=NC(=N2)S(=O)(=O)C)CC2(CNC(C=C2)=O)C(C2=CC=CC=C2)CO[Si](C)(C)C(C)(C)C)=O)CC2=CC=C(C=C2)OC)C=C1